(E)-4-(dimethylamino)-1-(4-(3-hydroxy-2-(pyridin-2-yl)-4,5,6,7-tetrahydro-2H-indazole-5-yl)piperazine-1-yl)but-2-en-1-one CN(C/C=C/C(=O)N1CCN(CC1)C1CC2=C(N(N=C2CC1)C1=NC=CC=C1)O)C